COC([C@H](CC1=CC=C(C=C1)N1C(C2(C3=CC=CC(=C13)Cl)CC2)=O)NC(C2=C(C=C(C=C2Cl)N2CCOCC2)Cl)=O)=O (S)-3-(4-(7'-chloro-2'-oxospiro[cyclopropane-1,3'-indoline]-1'-yl)phenyl)-2-(2,6-dichloro-4-morpholinylbenzoylamino)propionic acid methyl ester